CC(C(=O)NCC=1C=CC(=C(C(=O)NC2=C3C=NN(C3=CC=C2)C2=CC=C(C=C2)OC(F)(F)F)C1)C(F)(F)F)(C)C 5-{[(2,2-Dimethylpropionyl)amino]methyl}-N-{1-[4-(trifluoromethoxy)phenyl]-1H-indazol-4-yl}-2-(trifluoromethyl)benzamide